tert-butyl (2S,4S)-2-(((4-(N-((benzyloxy)carbonyl)carbamimidoyl)thiophen-2-yl)methyl)carbamoyl)-4-(trifluoromethyl)pyrrolidine-1-carboxylate C(C1=CC=CC=C1)OC(=O)NC(=N)C=1C=C(SC1)CNC(=O)[C@H]1N(C[C@H](C1)C(F)(F)F)C(=O)OC(C)(C)C